NC1=NC=NC=2N(C3=CC(=C(C=C3C21)C)OC)CC(=O)OCCCC butyl 2-(4-amino-7-methoxy-6-methyl-9H-pyrimido[4,5-b]indol-9-yl)acetate